N1N=CC=C1N(C(\C=C\C1=CC=C(C=C1)C)=O)CC=1SC=CC1 (E)-N-(1H-pyrazol-5-yl)-N-(thiophen-2-ylmethyl)-3-p-tolylacrylamide